methyl (2R,4S)-4-hydroxypyrrolidine-2-carboxylate hydrochloride Cl.O[C@H]1C[C@@H](NC1)C(=O)OC